CN1C(=CC2=C1N=CS2)C(=O)OCC ethyl 4-methyl-4H-pyrrolo[2,3-d]thiazole-5-carboxylate